N1(CCNCC1)C1=C2C=C(N(C2=CC=C1)CC=1SC=CN1)C(F)(F)F 4-(Piperazin-1-Yl)-1-(1,3-Thiazol-2-Ylmethyl)-2-(Trifluoromethyl)-1H-Indole